ClC1=CC(=NC(=C1)C)N1CCN(CC1)CC=1C=C2CN(C(C2=CC1)=O)C1C(NC(CC1)=O)=O 3-(5-((4-(4-chloro-6-methylpyridin-2-yl)piperazin-1-yl)methyl)-1-oxoisoindolin-2-yl)piperidine-2,6-dione